N1C(N[C@H]2[C@@H]1CNC2)=O |o1:3,4| rel-(3aR,6aS)-Hexahydropyrrolo[3,4-d]imidazol-2(1H)-one